COC=1C=C(C=C(C1)OC)N(C(=O)C=1N=C(SC1)C#C)[C@H]1CN(CC1)C(C(F)(F)F)C N-(3,5-Dimethoxyphenyl)-2-ethynyl-N-((3R)-1-(1,1,1-trifluoropropan-2-yl)pyrrolidin-3-yl)thiazole-4-carboxamide